C1(CC1)N1N=CC(=C1)[C@H]1CN(C[C@H](O1)C)C1=NC(=C(C(=N1)NC(C)CC)CC)C1CCC(CC1)C(F)F 2-[(2S,6R)-2-(1-cyclopropylpyrazol-4-yl)-6-methyl-morpholin-4-yl]-6-[4-(difluoromethyl)cyclohexyl]-5-ethyl-N-sec-butyl-pyrimidin-4-amine